5-(((tert-butyldimethylsilyl)oxy)methyl)-N-(2-methyl-3-(4,4,5,5-tetramethyl-1,3,2-dioxaborolan-2-yl)phenyl)picolinamide [Si](C)(C)(C(C)(C)C)OCC=1C=CC(=NC1)C(=O)NC1=C(C(=CC=C1)B1OC(C(O1)(C)C)(C)C)C